N-(4-((4-Cyclobutylpiperidin-1-yl)sulfonyl)phenyl)-5-(((2-(2-hydroxyethoxy)ethyl)amino)methyl)-2-(N-methylmethylsulfonamido)benzamide C1(CCC1)C1CCN(CC1)S(=O)(=O)C1=CC=C(C=C1)NC(C1=C(C=CC(=C1)CNCCOCCO)N(S(=O)(=O)C)C)=O